C(CCCCCCCCCCC)OC(CCSCCC(=O)OCCCCCCCCCCCC)=O di(dodecyl)-3,3'-thiodipropionate